(2E)-3-(4-bromophenyl)-2-methyl-1-(piperazin-1-yl)prop-2-en-1-one hydrochloride Cl.BrC1=CC=C(C=C1)/C=C(/C(=O)N1CCNCC1)\C